N-(3-(1H-pyrazol-4-yl)benzyl)-4-(2',3',4',5'-tetrahydro-[1,1'-biphenyl]-4-yl)-1H-indazol-3-amine N1N=CC(=C1)C=1C=C(CNC2=NNC3=CC=CC(=C23)C2=CC=C(C=C2)C=2CCCCC2)C=CC1